4-methylenedioxycinnamic acid-N-cyclohexyl-N-2-pyridylamide C1(CCCCC1)N(C(C=CC1=CC=C2C(=C1)OCO2)=O)C2=NC=CC=C2